ClC1=C(C=CC=C1)C1C(CCC1)=O o-chlorophenyl-cyclopentanone